bispyrrolidinoaminium N1(CCCC1)[NH2+]N1CCCC1